1-ethylbenzotriazole C(C)N1N=NC2=C1C=CC=C2